para-aminoethoxycinnamic acid NCCOC1=CC=C(C=CC(=O)O)C=C1